OC1=CC=C(C=C(C(=O)O)C)C=C1 4-hydroxy-α-methyl-cinnamic acid